NC1=NC(=C(C=2N1N=C(N2)OCC2=NC=CC=C2C)C2=CN(C(C=C2)=O)CC)C=2C=C(C#N)C=CC2 3-(5-amino-8-(1-ethyl-6-oxo-1,6-dihydropyridin-3-yl)-2-((3-methylpyridin-2-yl)methoxy)-[1,2,4]triazolo[1,5-c]pyrimidin-7-yl)benzonitrile